Methyl 4-nitro-1-[4-(2,2,2-trifluoro-1-hydroxy-ethyl)phenyl]pyrazole-3-carboxylate [N+](=O)([O-])C=1C(=NN(C1)C1=CC=C(C=C1)C(C(F)(F)F)O)C(=O)OC